N1(N=CC=C1)CCCCN1C(C2=CC=CC=C2C1=O)=O (4-(1H-pyrazol-1-yl)butyl)isoindoline-1,3-dione